tert-butyl 4-[2-[4-[5-acetyl-3-[2-fluoro-4-(1-methylpyrazol-4-yl)anilino]-6,7-dihydro-4H-pyrazolo[4,3-c]pyridin-1-yl]-1-piperidyl]ethyl]piperidine-1-carboxylate C(C)(=O)N1CC2=C(CC1)N(N=C2NC2=C(C=C(C=C2)C=2C=NN(C2)C)F)C2CCN(CC2)CCC2CCN(CC2)C(=O)OC(C)(C)C